3-chlorobicyclo[3.2.1]-3-octen-2-formate ClC=1C(C2CCC(C1)C2)C(=O)[O-]